methyl (S)-6-(4-chlorobenzyl)-9-(4-cyano-2-fluorophenyl)-7,10-dioxo-2,6,9-triazaspiro[4.5]decane-2-carboxylate ClC1=CC=C(CN2[C@]3(CCN(C3)C(=O)OC)C(N(CC2=O)C2=C(C=C(C=C2)C#N)F)=O)C=C1